C1(CC1)C1=CC(=CC(=N1)C(=O)O)CN1C[C@H](C(CC1)(F)F)C (R)-6-cyclopropyl-4-((4,4-difluoro-3-methylpiperidin-1-yl)methyl)picolinic acid